8-(5-chloro-2-fluorophenyl)-N2-(6-(piperazin-1-yl)pyridin-3-yl)quinazoline-2,4-diamine ClC=1C=CC(=C(C1)C=1C=CC=C2C(=NC(=NC12)NC=1C=NC(=CC1)N1CCNCC1)N)F